ClC=1C(=CC=C2N=CC(=NC12)C=1C=NN(C1)C1CN(C1)C1CN(C1)C(=O)OC(C)(C)C)OC1=CC2=C(N=C(N2)C)C=C1 tert-butyl 3-[3-[4-[8-chloro-7-[(2-methyl-3H-benzimidazol-5-yl)oxy]quinoxalin-2-yl]pyrazol-1-yl]azetidin-1-yl]azetidine-1-carboxylate